BrC1=C(C=CC=C1OC1=C(C2=CC=CC=C2C=C1)N(C1=CC=CC=C1)C1=CC=CC=C1)OC1=C(C2=CC=CC=C2C=C1)N(C1=CC=CC=C1)C1=CC=CC=C1 ((2-bromo-1,3-phenylene)bis(oxy))bis(N,N-diphenylnaphthalen-1-amine)